(4-formyl-2,6-dimethyl-phenoxy)-acetic acid C(=O)C1=CC(=C(OCC(=O)O)C(=C1)C)C